Ethyl 3-(2-methoxyphenyl)-2,2-dimethylpropionate COC1=C(C=CC=C1)CC(C(=O)OCC)(C)C